C12CN(CC(N1)C2)C=2C=CC(=C(C(=O)NC1(CC1)C=1C=3C4=C(C(N(C4=CC1)C)=O)C=CC3)C2)C 5-(3,6-diazabicyclo[3.1.1]heptan-3-yl)-2-methyl-N-(1-(1-methyl-2-oxo-1,2-dihydrobenzo[cd]indol-6-yl)cyclopropyl)benzamide